(3S)-N-[3-[2-(1H-imidazol-4-yl)-6-(morpholin-4-yl)pyridin-4-yl]-4-methylphenyl]-3-(2,2,2-trifluoroethyl)pyrrolidine-1-carboxamide N1C=NC(=C1)C1=NC(=CC(=C1)C=1C=C(C=CC1C)NC(=O)N1C[C@@H](CC1)CC(F)(F)F)N1CCOCC1